O=S1(C2(CC2)CCCN1CC=1N=NN(C1)[C@H](C(=O)N1[C@@H](C[C@H](C1)O)C(=O)NC)C(C)(C)C)=O (2S,4R)-1-[(2S)-2-[4-[(4,4-dioxo-4lambda6-thia-5-azaspiro[2.5]octan-5-yl)methyl]triazol-1-yl]-3,3-dimethyl-butanoyl]-4-hydroxy-N-methyl-pyrrolidine-2-carboxamide